[S].NC=1C=C(C=C(C(=O)O)C1)C(=O)O 5-aminoisophthalic acid sulfur